Cl.CN(C)C[C@@H]1CNCC[C@@]1(C1=CC=CC=C1C(=O)O)C1=CC(=CC=C1)OC (3S,4S)-3-((dimethylamino)methyl)-4-(3-methoxyphenyl)piperidine-4-benzoic acid hydrochloride